2-(4-methylphenyl)-3-(piperazin-1-ylmethyl)imidazo[1,2-a]pyridine dihydrochloride Cl.Cl.CC1=CC=C(C=C1)C=1N=C2N(C=CC=C2)C1CN1CCNCC1